O.[Co] cobalt water